C1C(CSC12CCOCC2)=O 8-oxa-4-thia-spiro[4.5]decan-2-one